dimethyl succinate dimethyl-adipate COC(CCCCC(=O)OC)=O.C(CCC(=O)OC)(=O)OC